C(C)(C)(C)C1=C(C(=C(C(=C1)C)O)F)C 4-tert-butyl-2-fluoro-3,6-dimethyl-phenol